C(C)[S@](=O)C=1C=C(C=NC1C1=NC2=C(C(N(C(=C2)C(F)(F)F)OC)=O)N1C)C1(CC1)C#N 1-[5-[(S)-ethylsulfinyl]-6-[5-methoxy-3-methyl-4-oxo-6-(trifluoromethyl)imidazo[4,5-c]pyridin-2-yl]-3-pyridyl]cyclopropanecarbonitrile